C1(CCCCCCC1)C(C=1NC2=C(N1)C(=CC(=C2)CC2CCN(CC2)C(=O)OC(C)(C)C)F)NC(=O)C=2C(=NOC2)C tert-Butyl 4-[(2-{cyclooctyl[(3-methylisoxazole-4-carbonyl)amino]methyl}-7-fluoro-3H-benzimidazol-5-yl)methyl]piperidine-1-carboxylate